5-{4-[4-(3,5-dimethylpyridin-2-yl)piperazine-1-carbonyl]-3-fluorophenyl}-5-isopropylimidazolidine-2,4-dione CC=1C(=NC=C(C1)C)N1CCN(CC1)C(=O)C1=C(C=C(C=C1)C1(C(NC(N1)=O)=O)C(C)C)F